NCC=1C(=C(C(=CC1)C(F)(F)F)C1=NC(=CC(N1)=O)C(F)F)F 2-[3-(aminomethyl)-2-fluoro-6-(trifluoromethyl)phenyl]-6-(difluoromethyl)pyrimidine-4(3H)-one